[O-]S(=O)(=O)C(F)(F)F.C1(CCCCC1)P(C1CCCCC1)C1CCCCC1.[Pd+2].[O-]S(=O)(=O)C(F)(F)F palladium (tricyclohexylphosphine) triflate